(Z)-4-(2,5-dimethyl-3-((5-(methylsulfonyl)pyridin-2-yl)methyl)-1H-pyrrolo[3,2-b]pyridin-1-yl)-3-fluorobut-2-en-1-amine trihydrochloride Cl.Cl.Cl.CC1=C(C2=NC(=CC=C2N1C/C(=C/CN)/F)C)CC1=NC=C(C=C1)S(=O)(=O)C